oxazol-phosphonite O1C(=NC=C1)P([O-])[O-]